O1C(=NC2=C1C=CC=C2)C2=C(C(=NC(=N2)Cl)O)OC 6-(1,3-benzoxazol-2-yl)-2-chloro-5-methoxypyrimidin-4-ol